CNC(C1=NC(=C(C=C1)N1CCN(CC1)CC1=CC=C2C(N(C(NC2=C1)=O)C)(C)C)C)=O N,6-dimethyl-5-(4-((3,4,4-trimethyl-2-oxo-1,2,3,4-tetrahydroquinazolin-7-yl)methyl)piperazin-1-yl)picolinamide